S1C(=CC=C1)S1S(CCC1)C=1SC=CC1 1,2-di(thiophen-2-yl)dithiolane